C1CCOS1(=O)=O 3-propaneSultone